NC1=NC=2C=C(C(=CC2C2=C1C=NN2C)C(=O)N(C)CC2=NC=C(C=C2)C#CC(C)(C)O)F 4-amino-7-fluoro-N-{[5-(3-hydroxy-3-methylbut-1-ynyl)pyridin-2-yl]methyl}-1,N-dimethylpyrazolo[4,3-c]quinoline-8-carboxamide